isopentenyl sulfone C(CC(=C)C)S(=O)(=O)CCC(=C)C